L-theanine chloride N[C@@H](CCC(=O)NCC)C(=O)Cl